2-[(dodecylsulfanyl)thio]-sulfanyl-propionic acid C(CCCCCCCCCCC)SSC(C(=O)O)(C)S